4-amino(3-methylbutylethoxysilane) NCC(CC[SiH2]OCC)C